[Na+].[Na+].CC=1N=C(SC1C)C(C(C)=O)C(CC1=CC(=CC=C1)OCC(=O)[O-])=O.CC=1N=C(SC1C)C(C(C)=O)C(CC1=CC(=CC=C1)OCC(=O)[O-])=O 3-(4,5-dimethylthiazol-2-yl)-5-(3-carboxymethoxyphenyl)pentane-2,4-dione disodium salt